FC(C1=C(C=C(C(=N1)C1=C(C(=O)NS(=O)(=O)CC2=CC=C(C=C2)[C@H](C)OC([2H])([2H])[2H])C=CC(=C1)C([2H])([2H])[2H])OC)F)F (S)-2-(6-(difluoromethyl)-5-fluoro-3-methoxypyridin-2-yl)-N-((4-(1-(methoxy-d3)ethyl)benzyl)sulfonyl)-4-(methyl-d3)benzamide